ClC=1C=C2C(=NC1)C(=CO2)C2=CC(=CC=C2)C2=CC=NC=C2 6-chloro-3-(3-(pyridin-4-yl)phenyl)furo[3,2-b]pyridine